1-(3-pyridinyl)pyridine N1=CC(=CC=C1)N1CC=CC=C1